(S)-9-amino-10-methoxy-1,2,4,4a,5,6-hexahydro-3H-benzo[b]pyrazino[1,2-d][1,4]oxazepine-3-carboxylic acid tert-butyl ester C(C)(C)(C)OC(=O)N1C[C@H]2N(C3=C(OCC2)C=C(C(=C3)OC)N)CC1